ClC=1C(=C(CN2[C@@H](C[C@@](CC2)(C(=O)O)CC2=NC(=NC(=C2F)C2CCC2)NC2=NNC(=C2)C)CC)C=CC1)F (2R,4R)-1-(3-chloro-2-fluorobenzyl)-4-((6-cyclobutyl-5-fluoro-2-((5-methyl-1H-pyrazol-3-yl)amino)pyrimidin-4-yl)methyl)-2-ethylpiperidine-4-carboxylic acid